O=C1NC(CCC1N1C(N(C2=C1C=CC(=C2)N2CCN(CC2)C2CCC(CC2)C(=O)OC(C)(C)C)C)=O)=O tert-butyl 4-[4-[1-(2,6-dioxo-3-piperidyl)-3-methyl-2-oxo-benzimidazol-5-yl]piperazin-1-yl]cyclohexanecarboxylate